N-[5-Bromo-2-hydroxy-3-(adamantan-1-yl)-benzyl]acetamide BrC=1C=C(C(=C(CNC(C)=O)C1)O)C12CC3CC(CC(C1)C3)C2